2,3-dichloro-6-hydroxy-1,4-naphthoquinone ClC=1C(C2=CC=C(C=C2C(C1Cl)=O)O)=O